spiro[indoline-3,4'-piperidin] N1CCC2(CC1)CNC1=CC=CC=C12